L-lysyl-glycyl-L-cysteine N[C@@H](CCCCN)C(=O)NCC(=O)N[C@@H](CS)C(=O)O